ethyl 6-bromo-4-hydroxy-1-(2-morpholinoethyl)-2-oxo-quinoline-3-carboxylate BrC=1C=C2C(=C(C(N(C2=CC1)CCN1CCOCC1)=O)C(=O)OCC)O